N-(2-hydroxyethyl)-N-methylacetamide OCCN(C(C)=O)C